2,2'-methylenebis(4-methyl-6-t-butyl-phenol) C(C1=C(C(=CC(=C1)C)C(C)(C)C)O)C1=C(C(=CC(=C1)C)C(C)(C)C)O